Cl.ClC1=C(C(=O)N2CCC(CC2)C(=O)N[C@H]2CNCC2)C=CC(=C1)NC=1C=2N(C=CN1)C(=CN2)C2=CC(=C(C=C2)OC)F (R)-1-(2-chloro-4-((3-(3-fluoro-4-methoxyphenyl)imidazo[1,2-a]pyrazin-8-yl)amino)benzoyl)-N-(pyrrolidin-3-yl)piperidine-4-carboxamide hydrochloride